C1(=CC=CC=C1)C(C)C1CCOCC1 4-(1-phenylethyl)tetrahydro-2H-pyran